N-(3-(4-((1-methylpiperidin-4-yl)oxy)quinazolin-6-yl)-1H-pyrrolo[2,3-b]pyridin-5-yl)-2-(piperazin-1-yl)isonicotinamide CN1CCC(CC1)OC1=NC=NC2=CC=C(C=C12)C1=CNC2=NC=C(C=C21)NC(C2=CC(=NC=C2)N2CCNCC2)=O